(S)-5-(imidazo[1,2-a]pyrimidin-6-yl)-4-methoxy-N-(1-(pyridin-2-yl)ethyl)pyrrolo[2,1-f][1,2,4]triazin-2-amine N=1C=CN2C1N=CC(=C2)C=2C=CN1N=C(N=C(C12)OC)N[C@@H](C)C1=NC=CC=C1